BrC=1C=C2C=C(C=NC2=CC1)OC1(CC1)CO (1-((6-Bromoquinolin-3-yl)oxy)cyclopropyl)methanol